(S)-3-(4-((1-cyclopentyl-3-(4-hydroxy-3-(trifluoromethyl)phenyl)-1H-indazol-6-yl)methoxy)phenyl)butanoic acid C1(CCCC1)N1N=C(C2=CC=C(C=C12)COC1=CC=C(C=C1)[C@H](CC(=O)O)C)C1=CC(=C(C=C1)O)C(F)(F)F